5-Methyl-2-(2-(methylamino)ethyl)-N-(1-(naphthalen-1-yl)cyclopropyl)-1H-indole-6-carboxamide CC=1C=C2C=C(NC2=CC1C(=O)NC1(CC1)C1=CC=CC2=CC=CC=C12)CCNC